CN1C2=CC=CC=C2C=2CCNCC12 9-methyl-2,3,4,9-tetrahydro-1H-beta-carboline